FC1(CCC1)CNCC=1C=CC=2N(C1)C=C(N2)CNC(=O)C=2N=C1N(C(C2)=O)C=CC=C1 N-([6-({[(1-fluorocyclobutyl)methyl]amino}methyl)imidazo[1,2-a]pyridin-2-yl]methyl)-4-oxo-4H-pyrido[1,2-a]pyrimidine-2-carboxamide